ClC=1C=C(C=CC1Cl)C1=NN(C2=CC=C(C=C12)C(=O)N1CC(C1)(F)F)CC(F)F (3-(3,4-dichlorophenyl)-1-(2,2-difluoroethyl)-1H-indazol-5-yl)(3,3-difluoroazetidin-1-yl)methanone